N-[(2R)-1,4-Dioxan-2-ylmethyl]-2'-(pyridin-2-ylmethyl)-8'-(trifluoromethyl)-2',5'-dihydrospiro[cyclobutan-1,4'-furo[2,3-g]indazol]-7'-carboxamide O1[C@@H](COCC1)CNC(=O)C1=C(C2=C(CC3(C4=CN(N=C24)CC2=NC=CC=C2)CCC3)O1)C(F)(F)F